3-(dimethoxymethyl)piperidine COC(C1CNCCC1)OC